di(undecyl) ketone C(CCCCCCCCCC)C(=O)CCCCCCCCCCC